COC1=C(C=C(C=C1)OC1=CC=C(C=C1)C(F)(F)F)NC(=O)C1N(C(CC1)=O)C=1C=NN(C1)C N-(2-Methoxy-5-(4-(trifluoromethyl)phenoxy)phenyl)-1-(1-methyl-1H-pyrazol-4-yl)-5-oxopyrrolidine-2-carboxamide